[Si](C1=CC=CC=C1)(C1=CC=CC=C1)(C(C)(C)C)OCCCC(=C)C=1C=CC(=C(C=O)C1)Cl 5-[5-[(tert-butyldiphenylsilyl)oxy]pent-1-en-2-yl]-2-chlorobenzaldehyde